xanthinyl-adenine N1C(=O)NC=2N=C(NC2C1=O)C1=NC(=C2NC=NC2=N1)N